CC1=CC=C(C=C1)C2=NC3=CC=CC=C3C=N2 2-(p-tolyl)quinazoline